C[C@@]1([C@](CCCC1)(C(=O)[O-])C)C(=O)OCC 1-ethyl cis-1,2-dimethylcyclohexane-1,2-dicarboxylate